5-(2-(Dimethylamino)ethoxy)-N-(1-(4-fluorophenyl)cyclopropyl)-2-methylbenzamide CN(CCOC=1C=CC(=C(C(=O)NC2(CC2)C2=CC=C(C=C2)F)C1)C)C